5-{3-fluoro-4-[(4-methylpyrimidin-2-yl)oxy]phenyl}-6-(2-methyl-3-nitrophenyl)-7,8-dihydro-6H-imidazo[2',3':5,1]pyrrolo[2,3-d]pyrimidin-4-amine FC=1C=C(C=CC1OC1=NC=CC(=N1)C)C1=C2N(C=3N=CN=C(C31)N)CCN2C2=C(C(=CC=C2)[N+](=O)[O-])C